N-((1R,3r,5S,6r)-3-(6-chloro-1H-indazol-4-yl)-3-hydroxybicyclo[3.1.0]hexan-6-yl)-3,4-difluorobenzamide ClC1=CC(=C2C=NNC2=C1)C1(C[C@H]2C([C@H]2C1)NC(C1=CC(=C(C=C1)F)F)=O)O